C1(=CC=BC=C1)C(C(=O)O)(C)C 2-(4-boraphenyl)-2-methyl-propionic acid